O=C1C(=CN(C2=CC=C(C=C12)OC)CC(=O)O)CC1=C(C(=CC=C1)Br)Br 4-oxo-6-methoxy-3-(2,3-dibromophenyl)methyl-1(4H)quinolineacetic acid